C(C1=CC=CC=C1)OCC1=NN(C(N1CC)=O)C1=CC(=C(C(=O)NC=2C(=NNC2Cl)C)C=C1F)C(CO)C(=C)C 4-(3-((benzyloxy)methyl)-4-ethyl-5-oxo-4,5-dihydro-1H-1,2,4-triazol-1-yl)-N-(5-chloro-3-methyl-1H-pyrazol-4-yl)-5-fluoro-2-(1-hydroxy-3-methylbut-3-en-2-yl)benzamide